tricosanol myristoleate tricetyl-myristoleate C(CCCCCCCCCCCCCCC)C(CCC\C=C/CCCCCCCC(=O)O)(CCCCCCCCCCCCCCCC)CCCCCCCCCCCCCCCC.C(CCCCCCC\C=C/CCCC)(=O)O.C(CCCCCCCCCCCCCCCCCCCCCC)O